OC1=C(C=CC(=C1)OC)C(C=CC1=CC(=C(C=C1)O)CC=C(C)C)=O 1-(2-Hydroxy-4-methoxyphenyl)-3-[4-hydroxy-3-(3-methylbut-2-enyl)phenyl]prop-2-en-1-one